1-Cyclopentyl-7-(1-(2-methoxyethyl)-1H-pyrazol-4-yl)-3-methyl-8-(1-methyl-1H-indazol-5-yl)-3,6-dihydroimidazo[4,5-d]pyrrolo[2,3-b]pyridin-2(1H)-on C1(CCCC1)N1C(N(C=2C1=C1C(=NC2)NC(=C1C=1C=C2C=NN(C2=CC1)C)C=1C=NN(C1)CCOC)C)=O